Tris(4-ethylphenyl)phosphine C(C)C1=CC=C(C=C1)P(C1=CC=C(C=C1)CC)C1=CC=C(C=C1)CC